The molecule is a cytochalasan alkaloid found in Chaetomium globosum. It has a role as an antineoplastic agent and a Chaetomium metabolite. It is a cytochalasan alkaloid, a member of indoles and a macrocycle. C[C@H]\\1C/C=C/[C@H]2[C@@H](C(=C([C@@H]3[C@@]2(C(=O)CCC(=O)C(=O)/C(=C1)/C)C(=O)N[C@H]3CC4=CNC5=CC=CC=C54)C)C)O